CN1N=C2N=C(C(=CC2=C1)N1N=C(C(=C1C)C(C)C)C=1C2=CN(N=C2C=CC1)CC(=O)C1=CC=CC=C1)C 2-[4-(1-{2,6-Dimethyl-2H-pyrazolo[3,4-b]pyridin-5-yl}-5-methyl-4-(propan-2-yl)-1H-pyrazol-3-yl)-2H-indazol-2-yl]-1-phenylethan-1-one